Cl.ClC1=CC(=C(C=2N1N=CN2)C(=O)OC)Cl methyl (5,7-dichloro-[1,2,4]triazolo[1,5-a]pyridin-8-yl)carboxylate hydrochloride